NC1=NC(=C(C=2N1N=C(N2)CC2=NC=CC=C2F)C2=C(N=C(O2)C)CO)C2=C(C#N)C=CC=C2 (5-amino-2-((3-fluoropyridin-2-yl)methyl)-8-(4-(hydroxymethyl)-2-methyloxazol-5-yl)-[1,2,4]triazolo[1,5-c]pyrimidin-7-yl)benzonitrile